C(#C)C=1C(=C(C(=C(C1)C)C#C)C#C)C#C tetraethynyl-phenyl-methane